4,5,6,7-tetrahydrobenzo[d]Thiazole-4-ol S1C=NC2=C1CCCC2O